14-Chloro-4-fluoro-15-methoxy-17,17-dioxo-20-(trifluoromethyl)-10-oxa-17λ6-thia-18-azatetracyclo[17.3.1.112,16.02,7]tetracosa-1(22),2(7),3,5,12,14,16(24),19(23),20-nonaen-11-one ClC=1C=C2C(OCCC=3C=CC(=CC3C3=CC=C(C(NS(C(C1OC)=C2)(=O)=O)=C3)C(F)(F)F)F)=O